3-(pyrrolidin-3-yl)-1H-pyrazolo[4,3-d]pyrimidin-7-amine N1CC(CC1)C1=NNC2=C1N=CN=C2N